ClC1=CC=C2C(=CNC2=C1C=1N=CSC1)S(=O)(=O)Cl 6-chloro-7-thiazol-4-yl-1H-indole-3-sulfonyl chloride